FC(C1=CC(=NC(=C1)[C@@]1(COCC1)OC)C=1C=C(N2C=NC(=CC21)N)C)F (S)-5-(4-(difluoromethyl)-6-(3-methoxytetrahydrofuran-3-yl)pyridine-2-yl)-7-methylpyrrolo[1,2-c]pyrimidin-3-amine